N-(4-ethoxy-4-hydroxybutyl)-4-iodobenzamide C(C)OC(CCCNC(C1=CC=C(C=C1)I)=O)O